4-chloro-N-[(2,4-dimethoxyphenyl)methyl]-1-methyl-1H-pyrazolo[3,4-d]pyrimidine-6-carboxamide ClC1=C2C(=NC(=N1)C(=O)NCC1=C(C=C(C=C1)OC)OC)N(N=C2)C